FC=1C(=NC=2N(C1)C=C(N2)C2=NC=C(C=C2F)N2N=CC=N2)C2CC(NC(C2)(C)C)(C)C 6-fluoro-2-(3-fluoro-5-(2H-1,2,3-triazol-2-yl)pyridin-2-yl)-7-(2,2,6,6-tetramethylpiperidin-4-yl)imidazo[1,2-a]pyrimidine